[(2S,3R,4S,5S)-5-(2-amino-6-oxo-3H-purin-9-yl)-3,4-dihydroxyoxolan-2-yl]methyl dihydroxyphosphinothioyl hydrogen phosphate P(=O)(OC[C@@H]1O[C@@H]([C@H]([C@H]1O)O)N1C=2NC(=NC(C2N=C1)=O)N)(OP(=S)(O)O)O